CC(C=O)CC1=CC=C(C=C1)CC(C)C 2-methyl-3-(4-isobutylphenyl)propanal